3-chloro-4-fluorobenzyl (1-hydroxy-7-methyl-1,3-dihydrobenzo[c][1,2]oxaborole-6-carbonyl)-L-valinate OB1OCC2=C1C(=C(C=C2)C(=O)N[C@@H](C(C)C)C(=O)OCC2=CC(=C(C=C2)F)Cl)C